ClC=1C=NC(=C(C(=O)NC2CCC(CC2)CN2C(N(C3=NC=CC=C32)C3=CC=C(C=C3)C)=O)C1)C(F)F 5-chloro-2-(difluoromethyl)-N-((1r,4r)-4-((2-oxo-3-(p-tolyl)-2,3-dihydro-1H-imidazo[4,5-b]pyridin-1-yl)methyl)cyclohexyl)nicotinamide